C(C1=CC=CC=C1)OC1=CC(=CC(=N1)N1C(C2=CC(=CC(=C2C1)C(F)(F)F)CNC1(CCC1)C)=O)C1(CCC1)CC1=NN=CN1C 2-(6-(benzyloxy)-4-(1-((4-methyl-4H-1,2,4-triazol-3-yl)methyl)cyclobutyl)pyridin-2-yl)-6-(((1-methylcyclobutyl)amino)methyl)-4-(trifluoromethyl)isoindolin-1-one